C1(CC1)CC(=O)NC1=CSC(=C1)C1=NC(=CN=C1)C1=CC(=C(C=C1)S(N(C1CCN(CC1)C)C)(=O)=O)OC 2-cyclopropyl-N-(5-(6-(3-methoxy-4-(N-methyl-N-(1-methylpiperidin-4-yl)sulfamoyl)phenyl)pyrazin-2-yl)thiophen-3-yl)acetamide